C(C)C1(COC1)COCC1=CC=C(C=C1)C1=CC=C(C=C1)COCC1(COC1)CC 4,4'-bis[(3-ethyl-3-oxetanylmethoxy)methyl]biphenyl